4-((4-Formyl-2-methoxy-3-nitrophenoxy)methyl)-N-isopropylpiperidine-1-carboxamide C(=O)C1=C(C(=C(OCC2CCN(CC2)C(=O)NC(C)C)C=C1)OC)[N+](=O)[O-]